OC1(CCCC1)CCNC=1C=C2C(=CC=NC2=CC1)C(=O)OC(C)(C)C tert-Butyl 6-((2-(1-hydroxycyclopentyl)ethyl)amino)quinoline-4-carboxylate